2'-((4-fluorophenyl)ethynyl)-4'-nitro-[1,1'-biphenyl] FC1=CC=C(C=C1)C#CC1=C(C=CC(=C1)[N+](=O)[O-])C1=CC=CC=C1